tert-Butyl (1R,3S,5R)-3-((3-((allyloxy)methyl)-6-bromopyridin-2-yl)carbamoyl)-5-(aminomethyl)-2-azabicyclo[3.1.0]hexane-2-carboxylate C(C=C)OCC=1C(=NC(=CC1)Br)NC(=O)[C@H]1N([C@@H]2C[C@@]2(C1)CN)C(=O)OC(C)(C)C